O=C1NC(CCC1N1CC2=CC=C(C=C2C1)N1CC(C1)OCCCOCC(=O)N1CC2(C1)CC(C2)OC2=NC=C(C=C2)C=2C=CC=1C3=C(N(C1C2)C)C=CN=C3)=O 2-(2,6-dioxopiperidin-3-yl)-5-(3-(3-(2-(6-((5-(5-methyl-5H-pyrido[4,3-b]indol-7-yl)pyridin-2-yl)oxy)-2-azaspiro[3.3]heptan-2-yl)-2-oxoethoxy)propoxy)azetidin-1-yl)isoindoline